3-methylbenzene-1-sulfonyl chloride CC=1C=C(C=CC1)S(=O)(=O)Cl